COC1=CC=C(C=C1)NC2=CC=C(C=C2)OC 4,4-dimethoxydiphenylamine